benzo[d]thiazol-5-ylmethanol S1C=NC2=C1C=CC(=C2)CO